(Z)-3-(5-(8-(4-(4-(1-(4-hydroxyphenyl)-2-phenylbut-1-en-1-yl)phenoxy)butyl)octahydro-2H-pyrazino[1,2-a]pyrazin-2-yl)-1-oxoisoindolin-2-yl)piperidine-2,6-dione OC1=CC=C(C=C1)/C(=C(\CC)/C1=CC=CC=C1)/C1=CC=C(OCCCCN2CC3N(CCN(C3)C=3C=C4CN(C(C4=CC3)=O)C3C(NC(CC3)=O)=O)CC2)C=C1